NC1=C2C(=NC=N1)N(N=C2C2=CC=C(C=C2)OC2=C(C(=CC=C2)OC)F)[C@H]2C[C@H](CC2)O |r| (±)-cis-3-(4-amino-3-(4-(2-fluoro-3-methoxyphenoxy)phenyl)-1H-pyrazolo[3,4-d]pyrimidin-1-yl)cyclopentane-1-ol